ClC(OC1=CC=C(C=C1)NC(C1=CN=C(C(=C1)C1=CC=NN1)N1C[C@@H](CC1)O)=O)(F)F (R)-N-(4-(chlorodifluoromethoxy)phenyl)-6-(3-hydroxy-pyrrolidin-1-yl)-5-(1H-pyrazol-5-yl)nicotinamide